3-(trifluoromethyl)-N-({4-[5-(trifluoromethyl)-1,2,4-oxadiazol-3-yl]phenyl}methyl)-4,5,6,7-tetrahydro-1H-indazol-5-amine FC(C1=NNC=2CCC(CC12)NCC1=CC=C(C=C1)C1=NOC(=N1)C(F)(F)F)(F)F